(S)-6,7-dimethoxy-4-(pyrrolidin-3-yloxy)quinoline hydrochloride Cl.COC=1C=C2C(=CC=NC2=CC1OC)O[C@@H]1CNCC1